C(CCCCCCCCCCCCCCCCC)(=O)O.C(C)(=O)O.C(C)(=O)O diacetic acid monostearate